6-methoxy-3-(4-(4-(trifluoromethoxy)phenoxy)phenyl)-3,4-dihydroacridine-1,9(2H,10H)-dione COC=1C=C2NC=3CC(CC(C3C(C2=CC1)=O)=O)C1=CC=C(C=C1)OC1=CC=C(C=C1)OC(F)(F)F